C(=O)(O)C(C)N(CC(=O)O)CC(=O)O N-(1-carboxyethyl)iminodi-acetic acid